(R)-glycerylacetone C([C@@H](O)CO)CC(C)=O